6-hydroxy-4-(2-hydroxyethyl)hex-2-enenitrile OCCC(C=CC#N)CCO